N[C@H](C(=O)NC1=C(C=C(C(=O)OC(C)(C)C)C=C1)Cl)C1=CC=CC=C1 tert-butyl (S)-4-(2-amino-2-phenylacetylamino)-3-chlorobenzoate